3-benzyloxy-5-(2,4-ditert-butoxypyrimidin-5-yl)-1-methyl-pyrazolo[3,4-c]pyridazine C(C1=CC=CC=C1)OC1=NN(C2=NN=C(C=C21)C=2C(=NC(=NC2)OC(C)(C)C)OC(C)(C)C)C